C(C)OCCCC(=O)N(CCCCCC)CCCCCC 4-ethoxy-N,N-dihexyl-butanamide